2,4-dimethylpyrazol CN1N=CC(=C1)C